silver gallium sulfide [Ga]=S.[Ag]